Methyl (2R,6S,7as)-2,6-difluorotetrahydro-1H-pyrrolizine-7a(5H)-carboxylate F[C@@H]1CC2(C[C@@H](CN2C1)F)C(=O)OC